OCC1CCN(CC1)C1=CC=C(C2=C1OCO2)C(=O)O 7-(4-(hydroxymethyl)piperidin-1-yl)benzo[d][1,3]dioxolane-4-carboxylic acid